BrC1=CC=C(C=C1)C12C(C3=C(C=NC=C3OC)O1)(C(C(C2C2=CC=CC=C2)C(=O)NC2CC2)O)O 7a-(4-bromophenyl)-N-cyclopropyl-4b,5-dihydroxy-4-methoxy-7-phenyl-4b,6,7,7a-tetrahydro-5H-cyclopenta[4,5]furo[2,3-c]pyridine-6-carboxamide